C(C=1C(C(=O)O)=CC=CC1)(=O)O.C(C=1C(C(=O)O)=CC=CC1)(=O)OCCCOC(C=C)=O acryloyloxypropyl hydrogen phthalate phthalate